1-cis-3-(4-hydroxyphenyl)-4-p-tolyl-chroman-7-ol OC1=CC=C(C=C1)C1COC2=CC(=CC=C2C1C1=CC=C(C=C1)C)O